BrC1=CC(=C(C=C1Cl)C1=NN2C(C=CC(=C2)Cl)=C1S(=O)(=O)N)F (4-bromo-5-chloro-2-fluorophenyl)-6-chloropyrazolo[1,5-a]pyridine-3-sulfonamide